6-((4-((tert-Butyldiphenylsilyl)oxy)butyl)amino)-11-((N-(3-hexylundecanoyl)-N-methylglycyl)oxy)undecyl 9-(((pentylthio)methyl)thio)nonanoate C(CCCC)SCSCCCCCCCCC(=O)OCCCCCC(CCCCCOC(CN(C)C(CC(CCCCCCCC)CCCCCC)=O)=O)NCCCCO[Si](C1=CC=CC=C1)(C1=CC=CC=C1)C(C)(C)C